3-butylpyridine C(CCC)C=1C=NC=CC1